(5-(((1S,2S)-2-aminocyclohexyl)oxy)-1-oxoisoindolin-2-yl)piperidine-2,6-dione N[C@@H]1[C@H](CCCC1)OC=1C=C2CN(C(C2=CC1)=O)N1C(CCCC1=O)=O